C(C)(C)=NNCC N-(isopropylideneamino)-ethylamine